p-isocyanatobenzyl isocyanate N(=C=O)C1=CC=C(CN=C=O)C=C1